Tin dibutyl maleate C(\C=C/C(=O)OCCCC)(=O)OCCCC.[Sn]